NC=1C(NC2=C(C=C(C=C2C1C=1C2=CN(N=C2C(=CC1)Cl)C1OCCCC1)Cl)CCC)=O 3-amino-6-chloro-4-[7-chloro-2-(oxan-2-yl)indazol-4-yl]-8-propyl-1H-quinolin-2-one